C1(=CC=CC=C1)C(C(=O)OC)OC\C=C\COC1=NC(=NC2=CC=CC=C12)C1=CC=C(C=C1)C Methyl (E)-2-phenyl-2-((4-((2-(p-tolyl)quinazolin-4-yl)oxy)but-2-en-1-yl)oxy)acetate